3-(2-((3r,5s)-3-(1-(2-methoxyethyl)-1H-pyrazol-4-yl)-5-methylpiperidin-1-yl)pyrimidin-4-yl)-6-(trifluoromethyl)imidazo[1,2-a]pyridine COCCN1N=CC(=C1)[C@@H]1CN(C[C@H](C1)C)C1=NC=CC(=N1)C1=CN=C2N1C=C(C=C2)C(F)(F)F